COC=1C=C2C(=NC(=NC2=CC1OCCCN1CCCC1)N1CCCC1)NC1COCCC1 6-methoxy-2-(pyrrolidin-1-yl)-7-(3-(pyrrolidin-1-yl)propoxy)-N-(tetrahydro-2H-pyran-3-yl)quinazolin-4-amine